C(C)(=O)OCCCCCCCCCCC\C=C\CCCl (12E)-15-chloro-12-pentadecenyl acetate